tert-butyl 4-[3-[(4-chloro-2-cyano-phenyl)methoxy]pyrazol-1-yl]piperidine-1-carboxylate ClC1=CC(=C(C=C1)COC1=NN(C=C1)C1CCN(CC1)C(=O)OC(C)(C)C)C#N